2-Methyl-4-((pentafluoro-λ6-sulfanyl)methylene)-2-phenyloxepane CC1(OCCCC(C1)=CS(F)(F)(F)(F)F)C1=CC=CC=C1